CC1(C(C2=CC(=C(C=C2C1)OC1=CC=CC=C1)C(=O)N1CC(C1)=CS(=O)(=O)C)=O)C 2,2-dimethyl-6-(3-((methylsulfonyl)methylene)azetidine-1-carbonyl)-5-phenoxy-2,3-dihydro-1H-inden-1-one